BrC1=C(C=CC=C1)C1(CN(C1)C(C1=CC=CC=C1)C1=CC=CC=C1)C(C)=O 1-[3-(2-bromophenyl)-1-(diphenylmethyl)azetidin-3-yl]ethan-1-one